1,3-dibromo-5,5-Dimethylhydantoin BrN1C(=O)N(C(=O)C1(C)C)Br